CC1=C(C=C(C=C1)NNC(=O)C=1C=C2C=CC(OC2=CC1)(C)C)Cl N'-(4-methyl-3-chlorophenyl)-2,2-dimethyl-2H-chromene-6-carbohydrazide